C[Si](C)(C)C#CC1=CC=C2C=3CC4=C(CC3NC2=C1)C=CC(=C4)C#N 3-((trimethylsilyl)ethynyl)-6,11-dihydro-5H-benzo[b]carbazole-9-carbonitrile